N-(4-Amino-1-cyclopropyl-3,4-dioxobutan-2-yl)-3-((S)-2-isobutyramido-3,3-dimethylbutanoyl)-6,6-dimethyl-3-azabicyclo[3.1.0]hexane-2-carboxamide NC(C(C(CC1CC1)NC(=O)C1C2C(C2CN1C([C@H](C(C)(C)C)NC(C(C)C)=O)=O)(C)C)=O)=O